7-chloro-5-nitro-2-(p-tolyl)benzoxazole-6-carboxylic acid ethyl ester C(C)OC(=O)C1=C(C2=C(N=C(O2)C2=CC=C(C=C2)C)C=C1[N+](=O)[O-])Cl